N=1C=CN2C1C(CCC2)O 5,6,7,8-tetrahydroimidazo[1,2-a]Pyridine-8-ol